CC1=C2C(=NC=C1)CCC2 4-methyl-6,7-dihydro-5H-cyclopenta[b]pyridin